N1N=CC(=C1)C1=CC=C(C=N1)NC1=NN(C2=CC=CC=C12)C1=CC=CC(=N1)NC(=O)C=1C=NN(C1)C N-(6-(3-((6-(1H-pyrazol-4-yl)pyridin-3-yl)amino)-1H-indazol-1-yl)pyridin-2-yl)-1-methyl-1H-pyrazole-4-carboxamide